[C@H]1(CC12CC2)C(=O)N (1R)-spiro[2.2]Pentane-1-amide